1-(5-(2-(((3S,4R)-3-fluoro-1-((1-methyl-1H-pyrazol-4-yl)sulfonyl)piperidin-4-yl)amino)-5-(trifluoromethyl)pyrimidin-4-yl)thiazol-2-yl)ethan-1-ol F[C@H]1CN(CC[C@H]1NC1=NC=C(C(=N1)C1=CN=C(S1)C(C)O)C(F)(F)F)S(=O)(=O)C=1C=NN(C1)C